C1[C@H]([C@@H]([C@H]([C@@H](C1=O)O)O)O)O The molecule is a tetrahydroxycyclohexanone that is cyclohexanone having four hydroxy groups located at positions 2, 3, 4 and 5 (the 2S,3R,4S,5R-diastereomer). It derives from a scyllo-inositol.